(S)-(4-(3-(4-chloro-3-fluorophenyl)-1H-pyrrol-1-yl)-2-hydroxy-bicyclo[2.2.2]oct-1-yl)carbamic acid tert-butyl ester C(C)(C)(C)OC(NC12[C@H](CC(CC1)(CC2)N2C=C(C=C2)C2=CC(=C(C=C2)Cl)F)O)=O